COC1=C(C(=CC(=C1)OC)OC)C1CC(CC(C1)=O)=O 5-(2,4,6-trimethoxyphenyl)-1,3-cyclohexanedione